1-[4-[[3-[4-(difluoromethoxy)phenyl]imidazo[1,2-a]pyrazin-8-yl]amino]-2-methylbenzoyl]-N-methyl-N-[(2S,3R,4S,5R)-2,3,4,5,6-pentahydroxyhexyl]piperidine-4-carboxamide FC(OC1=CC=C(C=C1)C1=CN=C2N1C=CN=C2NC2=CC(=C(C(=O)N1CCC(CC1)C(=O)N(C[C@@H]([C@H]([C@H]([C@@H](CO)O)O)O)O)C)C=C2)C)F